[4-[(1R)-1-[5-(2,4-ditert-butoxypyrimidin-5-yl)-1-methyl-pyrazolo[3,4-c]pyridazin-3-yl]oxy-2,2-difluoro-ethyl]-2-pyridyl]methanol C(C)(C)(C)OC1=NC=C(C(=N1)OC(C)(C)C)C=1C=C2C(=NN1)N(N=C2O[C@@H](C(F)F)C2=CC(=NC=C2)CO)C